CC=1C=C(C=CC1O)C1CC(CC(C1)C1=CC=C(C=C1)O)C1=CC=C(C=C1)O 1-(3-methyl-4-hydroxyphenyl)-3,5-bis(4-hydroxyphenyl)cyclohexane